ClC1=C(C(=NN1C)C1=C(N=C(O1)CC)C)C=O 5-Chloro-3-(2-ethyl-4-methyloxazol-5-yl)-1-methyl-1H-pyrazole-4-carbaldehyde